dimethoxydiphenyl-amine COC=1C(=C(C=CC1)NC1=CC=CC=C1)OC